N-((1r,4r)-4-(4-Cyano-3-(trifluoromethyl)phenoxy)cyclohexyl)-5-(4-(hydroxymethyl)piperidin-1-yl)pyrazine-2-carboxamide C(#N)C1=C(C=C(OC2CCC(CC2)NC(=O)C2=NC=C(N=C2)N2CCC(CC2)CO)C=C1)C(F)(F)F